2-(7-(diethylamino)-2-oxo-2H-chromen-4-yl)propan-2-yl (2R,6S)-2,6-dimethylpiperidine-1-carboxylate C[C@H]1N([C@H](CCC1)C)C(=O)OC(C)(C)C1=CC(OC2=CC(=CC=C12)N(CC)CC)=O